C(C(C)C)[C@@]1([C@H](C(N1CC1=CC=C(C=C1)OC)=O)C)C(=O)OC (3R,4R)-4-isobutyl-1-p-methoxybenzyl-4-methoxycarbonyl-3-methyl-2-oxoazetidine